5-Methyl-N-((4-phenylpiperidin-4-yl)methyl)-2-(trifluoromethyl)-[1,2,4]triazolo[1,5-a]pyrimidin-7-amine CC1=NC=2N(C(=C1)NCC1(CCNCC1)C1=CC=CC=C1)N=C(N2)C(F)(F)F